BrC=1C=C(C(=O)OC)C=C(C1CBr)F methyl 3-bromo-4-(bromomethyl)-5-fluorobenzoate